1-tetradecyl-β-D-glucuronic acid C(CCCCCCCCCCCCC)[C@]1(O)[C@H](O)[C@@H](O)[C@H](O)[C@H](O1)C(=O)O